(5aR,5bS,7aS,10aS,10bR,E)-5a,7a-dimethyl-2-(methyl(phenyl)amino)-4,5,5a,5b,6,7,7a,9,10,10a,10b,11-dodecahydro-8H-cyclopenta[7,8]phenanthro[2,1-d]thiazol-8-one oxime C[C@@]12CCC=3N=C(SC3C2=CC[C@H]2[C@H]3[C@](CC[C@H]12)(/C(/CC3)=N/O)C)N(C3=CC=CC=C3)C